O1COC2=C1C=CC(=C2)CN2CCNCC2 4-[(2H-1,3-benzodioxol-5-yl)methyl]piperazin